COC(C1=CC(=C(C=C1)OC)COC1=CC(=CC=C1)CO[Si](C1=CC=CC=C1)(C1=CC=CC=C1)C(C)(C)C)=O 3-((3-(((tert-butyldiphenylsilyl)oxy)methyl)phenoxy)methyl)-4-methoxybenzoic acid methyl ester